C1N(CCC2=CC=CC=C12)CCC(C=CC=C)=C 1-(1,2,3,4-tetrahydro-2-isoquinolinyl)-3-methylenehepta-4,6-diene